(1-ethoxy-4-hydroxy-7-(naphthalen-1-yloxy)isoquinoline-3-carbonyl)glycine C(C)OC1=NC(=C(C2=CC=C(C=C12)OC1=CC=CC2=CC=CC=C12)O)C(=O)NCC(=O)O